N-(cycloheptylideneamino)-4-methyl-benzenesulfonamide C1(CCCCCC1)=NNS(=O)(=O)C1=CC=C(C=C1)C